racemic-dimethylsilyl-bis(2-methyl-4-t-butyl-1-cyclopentadienyl)zirconium (IV) dichloride [Cl-].[Cl-].C[SiH](C)[Zr+](C1=C(C=C(C1)C(C)(C)C)C)C1=C(C=C(C1)C(C)(C)C)C.C[SiH](C)[Zr+](C1=C(C=C(C1)C(C)(C)C)C)C1=C(C=C(C1)C(C)(C)C)C